C1(=CC=C(C=C1)NC(CN1CC2=C(CC1)SC(=C2)C2=NOC(=N2)C(F)(F)F)=O)C N-(p-tolyl)-2-(2-(5-(trifluoromethyl)-1,2,4-oxadiazol-3-yl)-6,7-dihydrothieno[3,2-c]pyridin-5(4H)-yl)acetamide